N-acetyl-6-phosphomannosamine C(C)(=O)N[C@@H]1C(O)O[C@@H]([C@H]([C@@H]1O)O)COP(=O)(O)O